O=C1NN=CC2=C(C=CC=C12)C(C=O)C (E)-2-(1-oxo-1,2-dihydrophthalazin-5-yl)propanal